(3S)-3-amino-2-(isoquinolin-4-ylamino)butyronitrile hydrochloride Cl.N[C@H](C(C#N)NC1=CN=CC2=CC=CC=C12)C